1'-benzyl-5-methylene-3H-spiro[furan-2,3'-indoline]-2',4(5H)-dione C(C1=CC=CC=C1)N1C(C2(C3=CC=CC=C13)OC(C(C2)=O)=C)=O